Cl.NC1=C2N(C(N(C2=NC=N1)C1CCNCC1)=O)C1=CC(=C(C=C1)OC1=CC=C(C=C1)OC)C 6-amino-7-(4-(4-methoxyphenoxy)-3-methylphenyl)-9-(piperidin-4-yl)-7,9-dihydro-8H-purin-8-one hydrochloride